7-(4-acrylamidophenyl)-2-(4-phenoxyphenyl)-1H-imidazo[1,2-b]Pyrazole C(C=C)(=O)NC1=CC=C(C=C1)C1=C2N(N=C1)C=C(N2)C2=CC=C(C=C2)OC2=CC=CC=C2